C1NCCC12CCN(CC2)C=2C1=C(N=C(N2)C=2C=NNC2C(F)(F)F)C=NC=C1 4-(2,8-diazaspiro[4.5]decan-8-yl)-2-(5-(trifluoromethyl)-1H-pyrazol-4-yl)pyrido[3,4-d]pyrimidine